FC1(CC1)C(CC(C(=O)OC)=O)=O Methyl 4-(1-fluorocyclopropyl)-2,4-dioxobutanoate